ClC1=C(C(=O)NCC2=C(C=C(C=C2)OC)OC)C=CC=C1 2-chloro-N-(2,4-dimethoxybenzyl)benzamide